N-(2-aminoethyl)-5-isoquinolinesulphonamide dihydrochloride Cl.Cl.NCCNS(=O)(=O)C=1C=2C=CN=CC2C=CC1